3-[[2-[(Methylaminosulfonyl)amino]-3-fluoropyridin-4-yl]methyl]-4-methyl-7-[(pyrimidin-2-yl)oxy]-2H-1-benzopyran-2-one CNS(=O)(=O)NC1=NC=CC(=C1F)CC=1C(OC2=C(C1C)C=CC(=C2)OC2=NC=CC=N2)=O